C(C)(=O)C=1C(=NC(=CC1)N1C=NC2=C1C=CC(=C2)NC=2N=NC(=CC2)C2NCCC2)N2N=C(C=C2C)C#N 1-[3-acetyl-6-[5-[(6-pyrrolidin-2-ylpyridazin-3-yl)amino]benzimidazol-1-yl]-2-pyridinyl]-5-methyl-pyrazole-3-carbonitrile